F[P-](F)(F)(F)(F)F.C(C)N1C=[N+](C=C1)C 1-Ethyl-3-methylimidazolium hexafluorophosphat